O([C@@H]1C[C@@H](O)[C@H](O)[C@H](O1)CO)C Methyl 2-deoxy-α-D-gluco-pyranoside